(7R,8R)-8-hydroxy-7-((R)-5H-imidazo[5,1-a]isoindol-5-yl)-5,6,7,8-tetrahydronaphthalene-2-sulfonamide O[C@@H]1[C@H](CCC=2C=CC(=CC12)S(=O)(=O)N)[C@H]1N2C(C3=CC=CC=C13)=CN=C2